(R)-4-(3-(4-acryloyl-6,6-dimethylmorpholin-3-yl)-5-chlorophenyl)picolinamide C(C=C)(=O)N1[C@@H](COC(C1)(C)C)C=1C=C(C=C(C1)Cl)C1=CC(=NC=C1)C(=O)N